C(C)C1=NC=C(C(=C1)B1OC(C(O1)(C)C)(C)C)C 2-ethyl-5-methyl-4-(4,4,5,5-tetramethyl-1,3,2-dioxaborolan-2-yl)pyridine